COC([C@@H](NC(CCCCCBr)=O)CC1=CNC2=CC=CC=C12)=O 6-bromohexanoyl-tryptophan methyl ester